2-(3-(2-(((R)-phenyl((R)-1,2,3,4-tetrahydropyrido[2,3-b]pyrazin-3-yl)methyl)amino)ethyl)-4-(trifluoromethoxy)phenyl)acetic acid C1(=CC=CC=C1)[C@H]([C@H]1CNC2=C(N1)N=CC=C2)NCCC=2C=C(C=CC2OC(F)(F)F)CC(=O)O